tert-butyl 4-(4-((2,6-dioxopiperidin-3-yl)amino)phenyl)-3',3'-difluoro-[1,4'-bipiperidine]-1'-carboxylate O=C1NC(CCC1NC1=CC=C(C=C1)C1CCN(CC1)C1C(CN(CC1)C(=O)OC(C)(C)C)(F)F)=O